C(CCC)C1=C(C(NC2=CC=CC=C12)=O)CCC 4-Butyl-3-propyl-1H-quinolin-2-one